S1C(=CC=C1)C1CN(CCN1)C(=O)OC(C)(C)C tert-butyl 3-thiophen-2-ylpiperazine-1-carboxylate